[Br-].CSC=1C=C(NC1SC)N1N([NH2+]C(=N1)C1=CC=CC=C1)C1=CC=CC=C1 3-(4,5-dimethylthioazolyl)-2,5-diphenyltetrazolium bromide